ClC1=CC=C(N=N1)NC(CC1=CC(=CC=C1)OC(F)(F)F)=O N-(6-chloropyridazin-3-yl)-2-(3-(trifluoromethoxy)phenyl)acetamide